FC1=C(C=C(C=C1)F)[C@@H]1N(CCC1)C1=NC=2N(C=C1)N=CC2/C=C/C(=O)N2CC(NCC2)C(C)(C)O (E)-3-(5-((R)-2-(2,5-difluorophenyl)pyrrolidin-1-yl)pyrazolo[1,5-a]pyrimidin-3-yl)-1-(3-(2-hydroxypropan-2-yl)piperazin-1-yl)prop-2-en-1-one